C(C)C1=CC=2CN[C@H]3CCC4=C([C@@H]3C2C=C1)C=C(C(=C4)O)O (6aS,12bR)-(-)-3-ethyl-10,11-dihydroxy-5,6,6a,7,8,12b-hexa-hydrobenzo[a]phenanthridine